C(CCC)OC=1C=C(C=CC1)C1=CC(=C(C=C1)C1=NC2=CC=C(C=C2C(=C1)C(=O)O)F)OC 2-(3'-butoxy-3-methoxy-[1,1'-biphenyl]-4-yl)-6-fluoroquinoline-4-carboxylic acid